C(CCC)C1C(=NN(C1(C(=O)NCCO)C)C1=C(C=C(C=C1)F)F)C1=CC=C(C=C1)F 4-butyl-1-(2,4-difluorophenyl)-3-(4-fluorophenyl)-N-(2-hydroxyethyl)-5-methyl-4,5-dihydro-1H-pyrazole-5-carboxamide